CC1=C(C=CC(=C1)C(C1=CC=CC=C1)C1=CC=C(C=C1)O)O 4,4'-methylbenzylidenebisphenol